3-((1-(5-acetamidopyridin-3-yl)azetidin-3-yl)amino)-4-methyl-N-(5-(trifluoromethyl)pyridin-3-yl)benzamide C(C)(=O)NC=1C=C(C=NC1)N1CC(C1)NC=1C=C(C(=O)NC=2C=NC=C(C2)C(F)(F)F)C=CC1C